tert-Butyl (4-(5-chloro-3-(ethylsulfonyl)-7,9-dihydrofuro[3,4-f]quinazolin-6-yl)-3-cyano-5-fluorobenzo[b]thiophen-2-yl)carbamate ClC1=C(C2=C(C=3C=NC(=NC13)S(=O)(=O)CC)COC2)C2=C(C=CC=1SC(=C(C12)C#N)NC(OC(C)(C)C)=O)F